S1C=CC2=C1C=CC=C2 benzo[2,3-D]thiophene